C(C(C)C)C1=CC(=NN1)NC1=NC(=CN=C1)OC1CCN(CC1)C N-(5-isobutyl-1H-pyrazol-3-yl)-6-((1-methylpiperidin-4-yl)oxy)pyrazin-2-amine